C1(=CC=CC=C1)C1=C(OCCO1)C1=CC=C(N)C=C1 4-(3-Phenyl-5,6-dihydro-1,4-dioxin-2-yl)aniline